dihydro-[2-(4-fluoro-4-methyl-phenoxy)-4-[methyl]-benzoyl]4-(trifluoromethyl)benzamide FC1(CC=C(OC2=C(C(=O)C3(C(=O)N)CC=C(C=C3)C(F)(F)F)C=CC(=C2)C)C=C1)C